COC([C@H](CC(=O)N1CC2=CC=C(C=C2C1)OC)C)=O (2S)-4-(5-methoxyisoindolin-2-yl)-2-methyl-4-oxobutanoic acid methyl ester